FC=1C=C(C=CC1[N+](=O)[O-])CC(=O)O 2-(3-fluoro-4-nitrophenyl)acetic acid